N-methyl-N-(tetrahydro-2H-pyran-4-yl)azetidin-3-amine CN(C1CNC1)C1CCOCC1